CC=1C(=NC=C(C1)NC(C(N1C[C@H]2CC[C@@H]([C@H]1C=1SC=CC1)C2)=O)=O)NC(OC(C)(C)C)=O tert-butyl N-[3-methyl-5-[[2-oxo-2-[(1S,4S,5R)-4-(2-thienyl)-3-azabicyclo[3.2.1]octan-3-yl]acetyl]amino]-2-pyridyl]carbamate